(E)-Methyl 3-(2,4-difluorophenyl)acrylate FC1=C(C=CC(=C1)F)/C=C/C(=O)OC